ClC1=C(C=O)C=CC(=C1)OC1=NC(=CC(=C1)Cl)C 2-chloro-4-((4-chloro-6-methylpyridin-2-yl)oxy)benzaldehyde